C(CCC)OC=1C=C2C(=C(C=NC2=CC1)S(=O)(=O)C1=CC(=C(C=C1)OC)OC)N(CC)CC 6-butoxy-3-((3,4-dimethoxyphenyl)sulfonyl)-N,N-diethylquinolin-4-amine